4-(aminomethyl)-6-(5-(4-methoxyphenoxy)pyridin-3-yl)phthalazin-1(2H)-one NCC1=NNC(C2=CC=C(C=C12)C=1C=NC=C(C1)OC1=CC=C(C=C1)OC)=O